N(=[N+]=[N-])C1=NN=NN1 5-azido-1H-tetrazole